C(C)(C)(C)OC(=O)N1C(CC(C=C1)=O)C methyl-4-oxo-3,4-dihydropyridine-1(2H)-carboxylic acid tert-butyl ester